5-Fluoro-4-[4-methyl-5-oxo-3-(prop-2-yl)-4,5-dihydro-1H-1,2,4-triazol-1-yl]-2-{[(2S)-4-methylpent-2-yl]oxy}-N-[(2R)-1-oxoprop-2-yl]benzamide FC=1C(=CC(=C(C(=O)N[C@@H](C=O)C)C1)O[C@@H](C)CC(C)C)N1N=C(N(C1=O)C)C(C)C